(3-methoxyphenyl)-2-(m-tolyl)thieno[3,2-b]pyridin-7-amine COC=1C=C(C=CC1)C1=C(SC=2C1=NC=CC2N)C=2C=C(C=CC2)C